OCC1=NN2C(NC(=C(C2C2=CC=C(C=C2)C(F)(F)F)C(=O)NC=2C=C3C=CN=CC3=CC2)C)=C1 2-(hydroxymethyl)-N-(isoquinolin-6-yl)-5-methyl-7-(4-(trifluoromethyl)phenyl)-4,7-dihydropyrazolo[1,5-a]pyrimidine-6-carboxamide